CC=1C=C2C(C=C(OC2=C(C1)C(C)NC1=C(C(=O)O)C=CC=C1)C1=CC=2N(C=C1)C=NN2)=O 2-[1-[6-Methyl-4-oxo-2-([1,2,4]triazolo[4,3-a]pyridin-7-yl)chromen-8-yl]ethylamino]benzoic acid